ClC=1C=C(OC=2C=CC(=NC2)C=2C(=NN(C(C2)=O)C)C(=O)N)C=CC1 [5-(3-chlorophenoxy)pyridin-2-yl]-1-methyl-6-oxo-1,6-dihydropyridazine-3-carboxamide